tert-butyl 2-(3-((5S,8S)-5-(3-(tert-butoxy)-3-oxopropyl)-3,6,9-trioxo-8-phenethyl-1-phenyl-2-oxa-4,7,10-triazaundecan-11-yl)-4-methylphenoxy)-6-azaspiro[3.5]nonane-6-carboxylate C(C)(C)(C)OC(CC[C@H](NC(OCC1=CC=CC=C1)=O)C(N[C@H](C(NCC=1C=C(OC2CC3(C2)CN(CCC3)C(=O)OC(C)(C)C)C=CC1C)=O)CCC1=CC=CC=C1)=O)=O